2-benzyl-6-chloro-8-nitro-2,3-dihydro-1H-pyrido[2,3-b][1,4]Oxazine 5-oxide C(C1=CC=CC=C1)C1NC=2C(OC1)=[N+](C(=CC2[N+](=O)[O-])Cl)[O-]